3-chloro-4-(5-chloro-2-(4-chloro-1H-1,2,3-triazol-1-yl)phenyl)-5-fluoropyridin-2(1H)-one ClC=1C(NC=C(C1C1=C(C=CC(=C1)Cl)N1N=NC(=C1)Cl)F)=O